[5-[3-[(8-chloro-[1,2,4]triazolo[4,3-a]quinazolin-5-yl)-methyl-amino]phenyl]-2-furanyl]methanol ClC1=CC=C2C(=NC=3N(C2=C1)C=NN3)N(C=3C=C(C=CC3)C3=CC=C(O3)CO)C